1-({[(1R)-5-acetyl-1-(4-chlorophenyl)-2-[(5-chloropyridin-2-yl)methyl]-7-fluoro-3-oxo-2,3-dihydro-1H-isoindol-1-yl]oxy}methyl)cyclopropane-1-carboxamide C(C)(=O)C=1C=C2C(N([C@](C2=C(C1)F)(C1=CC=C(C=C1)Cl)OCC1(CC1)C(=O)N)CC1=NC=C(C=C1)Cl)=O